CC1=C(C(=C(C1([Hf]C=1C(C2=CC=CC=C2C1)CCC)C)C)C)C pentamethylcyclopentadienyl(1-n-propylindenyl)hafnium